CC(CC1=CC=C(C=C1)OP(=O)(OC1=CC=C(C=C1)CC(C)C)OC1=CC=C(C=C1)CC(C)C)C tris[4-(2-methylpropyl)phenyl]phosphate